2-chloro-4-[[(3,4-dimethylpyrimido[4',5':4,5]thieno[2,3-c]pyridazin-8-yl)amino]methyl]-N-[1-[1-(hydroxymethyl)cyclopropyl]ethyl]benzamide ClC1=C(C(=O)NC(C)C2(CC2)CO)C=CC(=C1)CNC1=NC=NC2=C1SC=1N=NC(=C(C12)C)C